1-(4-Isopropoxy-3-nitrophenyl)-2-(1H-1,2,3-triazol-1-yl)ethan-1-one C(C)(C)OC1=C(C=C(C=C1)C(CN1N=NC=C1)=O)[N+](=O)[O-]